4-bromo-pyrazolo(1,5-a)pyridine BrC=1C=2N(C=CC1)N=CC2